7-(8-bromoimidazo[1,2-a]pyridin-2-yl)-3-isopropyl-6-(5-methyl-1,3,4-oxadiazol-2-yl)-5-(2-tetrahydropyran-4-ylethyl)-2,3,4,7-tetrahydrothieno[3,2-b]pyridine 1,1-dioxide BrC=1C=2N(C=CC1)C=C(N2)C2C1=C(NC(=C2C=2OC(=NN2)C)CCC2CCOCC2)C(CS1(=O)=O)C(C)C